6-bromo-5-(2-chloroacetyl)-1,3,3-trimethyl-indolin-2-one BrC1=C(C=C2C(C(N(C2=C1)C)=O)(C)C)C(CCl)=O